[Si](C)(C)(C(C)(C)C)OCC=1C=C(C=C(C1)CO[Si](C)(C)C(C)(C)C)NS(=O)(=O)C1=CC=C(C=C1)C 3,5-bis-(tert-butyldimethylsilyloxymethyl)-1-p-methylbenzenesulfonamidobenzene